3-mercaptopropyl-dibutoxymethoxysilane SCCC[SiH2]OC(OCCCC)OCCCC